ethyl 3-((2,5-dichlorobenzamido)methyl)-5-propyl-4,5-dihydroisoxazole-5-carboxylate ClC1=C(C(=O)NCC2=NOC(C2)(C(=O)OCC)CCC)C=C(C=C1)Cl